C(=O)(O)C1(CCC(CC1)OC=1C(=CC(=C(C(=O)N[C@H]2[C@H]([C@@H]3CC[C@H]2C3)C(=O)O)C1)OC)C#N)C (1R,2S,3R,4S)-3-(5-(((1s,4S)-4-Carboxy-4-methylcyclohexyl)oxy)-4-cyano-2-methoxybenzamido)bicyclo[2.2.1]heptane-2-carboxylic acid